6-((2,6-dimethylpyrimidin-4-yl)amino)-N-ethoxy-4-((4-fluoro-2-(N-methylethylsulfonamido)phenyl)amino)nicotinamide CC1=NC(=CC(=N1)NC1=NC=C(C(=O)NOCC)C(=C1)NC1=C(C=C(C=C1)F)N(S(=O)(=O)CC)C)C